ClC=1C=CC=2C(=C3N(C2C1C=1C(=NN(C1C)C)C)CCCN(C3=O)CC=3C=C(C(=O)O)C=CN3)CCCOC3=CC(=C(C(=C3)C)Cl)C 2-((8-Chloro-11-(3-(4-chloro-3,5-dimethylphenoxy)propyl)-1-oxo-7-(1,3,5-trimethyl-1H-pyrazol-4-yl)-4,5-dihydro-1H-[1,4]diazepino[1,2-a]indol-2(3H)-yl)methyl)isonicotinic Acid